tert-butyl N-[[6,7-dichloro-3-(2-tetrahydropyran-2-yl-2H-imidazol-4-yl)-1H-indol-2-yl]methyl]carbamate ClC1=CC=C2C(=C(NC2=C1Cl)CNC(OC(C)(C)C)=O)C1=NC(N=C1)C1OCCCC1